1-(5-Chloro-2-hydroxy-3-pyridinyl)-1,2,4-triazole-3-carboxylic acid ClC=1C=C(C(=NC1)O)N1N=C(N=C1)C(=O)O